COC1=NC=C(C(=N1)OC)N1N=C2N=CN=C(C2=C1)N1CC(CC1)OC1=CC=C(C=N1)C#N 6-[1-[2-(2,4-dimethoxypyrimidin-5-yl)pyrazolo[3,4-d]pyrimidin-4-yl]pyrrolidine-3-yl]oxypyridine-3-carbonitrile